ethyl-4-(dimethylamino)butanoat C(C)OC(CCCN(C)C)=O